4-[3-(4-chlorophenyl)imidazo[1,2-a]pyrazin-6-yl]-N-(2-dimethylamino-ethyl)benzamide tert-Butyl-(3aR,6aS,E)-5-(cyanomethylene)hexahydrocyclopenta[c]pyrrole-2(1H)-carboxylate C(C)(C)(C)OC(=O)N1C[C@@H]2[C@H](C1)CC(C2)=CC#N.ClC2=CC=C(C=C2)C2=CN=C1N2C=C(N=C1)C1=CC=C(C(=O)NCCN(C)C)C=C1